BrC=1C=C(C=NC1)C(=O)NC1=CC=C(C=C1)C(\C=C\C1=CC=C(C=C1)N(C)CCO)=O 5-Bromo-N-[4-[(E)-3-[4-[2-hydroxyethyl(methyl)amino]phenyl]prop-2-enoyl]phenyl]pyridine-3-carboxamide